C1(CC1)S(=O)(=O)C=1C=C(C(=NC1)NC1=NNC2=CC(=CC=C12)[C@@H]1C[C@@]12C(NC1=CC=C(C=C21)OC)=O)OC (1R,2S)-2-(3-{[5-(cyclopropanesulfonyl)-3-methoxypyridin-2-yl]amino}-1H-indazol-6-yl)-5'-methoxy-1'H-spiro[cyclopropan-1,3'-indol]-2'-one